C(C)N1N=CC=C1C1=CC=C(C=C1)[C@H](CO)OC(NC(C)(C)C)=O {(1R)-1-[4-(1-ethyl-1H-pyrazol-5-yl)phenyl]-2-hydroxyethyl}tert-butylcarbamate